7-(4-bromo-3-chloro-benzoyl)-2-[4-(cyclopropoxy)phenyl]-3-oxo-N-[rac-(1S)-1-[2-fluoro-4-(trifluoromethoxy)phenyl]ethyl]-6,8-dihydro-5H-imidazo[1,5-a]pyrazine-1-carboxamide BrC1=C(C=C(C(=O)N2CC=3N(CC2)C(N(C3C(=O)N[C@@H](C)C3=C(C=C(C=C3)OC(F)(F)F)F)C3=CC=C(C=C3)OC3CC3)=O)C=C1)Cl |r|